C(CC=O)=O propanedial